2-fluoro-1-(4-((4-((2-fluoro-4-((1-(6-methylpyridin-3-yl)-1H-pyrazol-3-yl)oxy)phenyl)amino)-7-methoxyquinazolin-6-yl)amino)piperidin-1-yl)prop-2-en-1-one FC(C(=O)N1CCC(CC1)NC=1C=C2C(=NC=NC2=CC1OC)NC1=C(C=C(C=C1)OC1=NN(C=C1)C=1C=NC(=CC1)C)F)=C